2-(benzo[d]isoxazol-3-yl)acetic acid O1N=C(C2=C1C=CC=C2)CC(=O)O